N-(4-amino-1H-pyrazolo[4,3-c]pyridin-7-yl)-2-((2R,5S)-5-methyl-2-(tetrahydro-2H-pyran-4-yl)piperidin-1-yl)-2-oxoacetamide NC1=NC=C(C2=C1C=NN2)NC(C(=O)N2[C@H](CC[C@@H](C2)C)C2CCOCC2)=O